FC1=C(C=CC(=C1)C(=O)O)C1=CC=CC=C1 fluoro-[1,1'-biphenyl]-4-carboxylic acid